N1(CCNCCC1)CC1CCN(CC1)C1=CC=C2C(=NN(C2=C1)C)C1C(NC(CC1)=O)=O 3-(6-(4-((1,4-diazepan-1-yl)methyl)piperidin-1-yl)-1-methyl-1H-indazol-3-yl)piperidine-2,6-dione